BrC=1C(=C(C=CC1)C1=NN(C2=NC(=CN=C21)N2C[C@@H]1[C@]([C@@H]1CC2)(C2=C(C=CC=C2)F)CNC(OCC2=CC=CC=C2)=O)C2OCCCC2)Cl benzyl (((1S,6R,7R)-3-(3-(3-bromo-2-chlorophenyl)-1-(tetrahydro-2H-pyran-2-yl)-1H-pyrazolo[3,4-b]pyrazin-6-yl)-7-(2-fluorophenyl)-3-azabicyclo[4.1.0]heptan-7-yl)methyl)carbamate